tert-butyl 8-methoxy-6-(4,4,5,5-tetramethyl-1,3,2-dioxaborolan-2-yl)-3,4-dihydro-1H-isoquinoline-2-carboxylate COC=1C=C(C=C2CCN(CC12)C(=O)OC(C)(C)C)B1OC(C(O1)(C)C)(C)C